[Ni+2].CN(C([S-])=S)C.CN(C([S-])=S)C di(dimethyldithiocarbamate) nickel